2-methyl-N-[2-oxo-2-(2,2,2-trifluoroethylamino)ethyl]-4-[(5S or R)-5-[3-(difluoromethyl)-2-fluoro-5-(trifluoromethyl)phenyl]-5-(trifluoromethyl)-4H-isoxazol-3-yl]benzamide CC1=C(C(=O)NCC(NCC(F)(F)F)=O)C=CC(=C1)C1=NO[C@](C1)(C(F)(F)F)C1=C(C(=CC(=C1)C(F)(F)F)C(F)F)F |o1:22|